2-[1-[2-(dimethylamino)-2-oxo-ethyl]pyrazol-4-yl]-N-[2-methyl-5-[[2-[(2S)-2-methylpyrrolidin-1-yl]acetyl]amino]-3-pyridyl]-1H-pyrrolo[2,3-b]pyridine-5-carboxamide CN(C(CN1N=CC(=C1)C1=CC=2C(=NC=C(C2)C(=O)NC=2C(=NC=C(C2)NC(CN2[C@H](CCC2)C)=O)C)N1)=O)C